butylenebis(5,6-dihydro-4H-1,3-oxazine) C(CCCC=1OCCCN1)C=1OCCCN1